CC1=NOC(=C1C)NC(C[N+]1(CCC(CC1)(C)C)CC(=O)NC1=C(SC=C1C)C(=O)OC)=O 1-(2-((3,4-dimethylisoxazol-5-yl)amino)-2-oxoethyl)-1-(2-((2-(methoxycarbonyl)-4-methylthiophen-3-yl)amino)-2-oxoethyl)-4,4-dimethylpiperidin-1-ium